CC1=CC=2N=CN=C(C2N=C1)N[C@H]1CCCC2=CC=CC=C12 7-Methyl-N-[(1S)-tetralin-1-yl]pyrido[3,2-d]pyrimidin-4-amine